methyl-3-(trifluoromethyl)-5,7-dihydro-4H-benzothiophen-6-amine hydrochloride Cl.CC=1SC2=C(C1C(F)(F)F)CCC(C2)N